O=C1C(NC2=CC=CC=C12)=C1C(NC2=CC=CC=C12)=O 3-(1,3-dihydro-3-oxo-2H-indol-2-ylidene)-1,3-dihydro-2H-indol-2-one